4-chloro-6-(2-furyl)-2-methoxy-pyrimidine ClC1=NC(=NC(=C1)C=1OC=CC1)OC